3-(2-hydroxyethyl)-1-oxa-3,8-diazaspiro[4.5]decan-2-one OCCN1C(OC2(C1)CCNCC2)=O